2,2-difluoro-N-(5-(6-((R)-1-hydroxypropyl)-4-methylpyridin-3-yl)pyrazolo[5,1-a][2,6]naphthyridin-9-yl)cyclopropane-1-carboxamide FC1(C(C1)C(=O)NC1=NC=C2C=C(N3C(C2=C1)=CC=N3)C=3C=NC(=CC3C)[C@@H](CC)O)F